1-((2,2-difluoroethyl)amino)-4-(2-fluorophenyl)-6-(trifluoromethyl)-3H-pyrido[1,2-c]pyrimidin-3-one FC(CNC1=NC(C(=C2N1C=CC(=C2)C(F)(F)F)C2=C(C=CC=C2)F)=O)F